2,3-dimethyl-1-butyl acrylate C(C=C)(=O)OCC(C(C)C)C